O=CCC1=CC=C(C#N)C=C1 4-(2-oxoethyl)benzonitrile